Fmoc-piperidin-4-yl-acetic acid C(=O)(OCC1C2=CC=CC=C2C2=CC=CC=C12)C(C(=O)O)C1CCNCC1